ethyl 2-{7-[(1,3-benzothiazol-2-yl)amino]-3,4-dihydro-2H-1,4-benzoxazin-4-yl}-1,3-thiazole-4-carboxylate S1C(=NC2=C1C=CC=C2)NC2=CC1=C(N(CCO1)C=1SC=C(N1)C(=O)OCC)C=C2